N-(methyl-d3)-4-((6-methyl-5,6-dihydrobenzo[h][1,6]naphthyridin-7-yl)amino)nicotinamide C(NC(C1=CN=CC=C1NC1=CC=CC2=C1N(CC=1C=CC=NC21)C)=O)([2H])([2H])[2H]